Cl.COC([C@@H](CC1=CC=C(C=C1)O)N)=O (2R)-2-amino-3-(4-hydroxyphenyl)propionic acid methyl ester hydrochloride